ClC1=C(CN2N=CC=3C(N(C=CC32)C3=CC(=NC=C3F)N3[C@@H](C[C@@H](C3)O)CO)=O)C=CC=C1 1-(2-chlorobenzyl)-5-(5-fluoro-2-((2S,4S)-4-hydroxy-2-(hydroxymethyl)pyrrolidin-1-yl)pyridin-4-yl)-1,5-dihydro-4H-pyrazolo[4,3-c]pyridin-4-one